FC=1C=CC(=C(C1)CC(=O)O)NC(C1=CC(=C(C=C1)N1CCCCC1)NC(=O)C1=NN(C2=CC=CC=C12)CCN1CCCC1)=O (5-fluoro-2-(4-(piperidin-1-yl)-3-(1-(2-(pyrrolidin-1-yl)ethyl)-1H-indazole-3-carboxamido)benzamido)phenyl)acetic acid